(1R,3S)-3-(3-{[(6-meth-oxypyridin-2-yl)acetyl]-amino}-1H-pyrazol-5-yl)-cyclopentyl (1-methyl-cyclopropyl)carbamate CC1(CC1)NC(O[C@H]1C[C@H](CC1)C1=CC(=NN1)NC(CC1=NC(=CC=C1)OC)=O)=O